FC1=C2C(=NC=NC2=CC=C1C=O)OC(=O)N1CCC2(CNC2)CC1 (5-fluoro-6-formylquinazolin-4-yl)-2,7-diazaspiro[3.5]nonane-7-carboxylate